Benz[e]indenyl-lithium C1(=CCC=2C=CC3=C(C12)C=CC=C3)[Li]